(12S)-12-methyl-1,6,11-triazatricyclo[7.4.0.02,7]trideca-2,4,6,8-tetraen-10-one C[C@@H]1NC(C2=CC3=NC=CC=C3N2C1)=O